2-{[5-methyl-2-(propan-2-yl)cyclohexyl]oxy}ethane-1-ol CC1CCC(C(C1)OCCO)C(C)C